(2-hydroxyphenyl)(2,4,6-trimethoxyphenyl)(phenyl)methane OC1=C(C=CC=C1)C(C1=CC=CC=C1)C1=C(C=C(C=C1OC)OC)OC